(R)-N-((S)-1,3-dihydrospiro[inden-2,4'-piperidin]-1-yl)-2-methylpropane-2-sulfinamide N1CCC2(CC1)[C@@H](C1=CC=CC=C1C2)N[S@](=O)C(C)(C)C